11-phenylundecan-3-ol C1(=CC=CC=C1)CCCCCCCCC(CC)O